5,10,15,20-tetrakis(N-n-butoxyethyl-pyridinium-2-yl)porphyrin C(CCC)OCC[N+]1=C(C=CC=C1)C=1C2=CC=C(N2)C(=C2C=CC(C(=C3C=CC(=C(C=4C=CC1N4)C4=[N+](C=CC=C4)CCOCCCC)N3)C3=[N+](C=CC=C3)CCOCCCC)=N2)C2=[N+](C=CC=C2)CCOCCCC